ClC1=C(C=CC(=C1)C(F)(F)F)NC(=O)C1(CCC1)N1N=CC(=C1)C1CCN(CC1)CC1CCNCC1 N-(2-chloro-4-(trifluoromethyl)phenyl)-1-(4-(1-(piperidin-4-ylmethyl)piperidin-4-yl)-1H-pyrazol-1-yl)cyclobutane-1-carboxamide